6-chloro-7-(trifluoromethyl)-1H-indole ClC1=CC=C2C=CNC2=C1C(F)(F)F